(1S,3'R,4'S,5'S,6'R)-5-Chloro-6-((5-(2-hydroxyethyl)thiophen-2-yl)methyl)-6'-methyl-3',4',5',6'-tetrahydro-3H-spiro[isobenzofuran-1,2'-pyran]-3',4',5'-triol ClC=1C=C2CO[C@]3(O[C@@H]([C@H]([C@@H]([C@H]3O)O)O)C)C2=CC1CC=1SC(=CC1)CCO